trans-benzyl 2-(pyridin-2-yl)cyclobutanecarboxylate N1=C(C=CC=C1)[C@H]1[C@@H](CC1)C(=O)OCC1=CC=CC=C1